N-[(4S,5S)-7-ethyl-3-ethynyl-4-(4-fluorophenyl)-6-oxo-1-phenyl-4,5-dihydropyrazolo[3,4-b]pyridine-5-yl]-3-(trifluoromethyl)benzamide C(C)N1C2=C([C@@H]([C@@H](C1=O)NC(C1=CC(=CC=C1)C(F)(F)F)=O)C1=CC=C(C=C1)F)C(=NN2C2=CC=CC=C2)C#C